N-(4-(4-chlorophenyl)piperidin-4-yl)-4-(trifluoromethyl)benzenesulfonamide ClC1=CC=C(C=C1)C1(CCNCC1)NS(=O)(=O)C1=CC=C(C=C1)C(F)(F)F